N,N'-ethylenebis(behenamide) C(CNC(CCCCCCCCCCCCCCCCCCCCC)=O)NC(CCCCCCCCCCCCCCCCCCCCC)=O